Butoxypropylacrylat C(CCC)OCCCOC(C=C)=O